BrC=1C=C2C(=CN1)NC(=C2)C(=O)N[C@@H]2[C@H]([C@H]1C([C@@H](C2)C1)(C)C)C 5-bromo-N-[(1S,2S,3S,5R)-2,6,6-trimethylnorpinan-3-yl]-1H-pyrrolo[2,3-c]pyridine-2-carboxamide